methyl 2-(2-methylphenyl)-2-carbonylacetate CC1=C(C=CC=C1)C(C(=O)OC)=C=O